C(#N)C=1C=C(C=CC1)C=1OC2=C(C=C(C=C2C(C1C)=O)C)[C@@H](C)NC1=C(C(=O)NC)C=CC=C1 2-[[(1R)-1-[2-(3-Cyanophenyl)-3,6-dimethyl-4-oxo-chromen-8-yl]ethyl]amino]-N-methyl-benzamide